(R,6S)-N-((8-fluoro-1,2,3,5,6,7-hexahydro-s-indacen-4-yl)carbamoyl)-6-methoxy-N'-trityl-6,7-dihydro-5H-pyrazolo[5,1-b][1,3]oxazine-3-sulfonimidamide FC=1C=2CCCC2C(=C2CCCC12)NC(=O)N[S@](=O)(=NC(C1=CC=CC=C1)(C1=CC=CC=C1)C1=CC=CC=C1)C=1C=NN2C1OC[C@H](C2)OC